2-((2R,4R)-4-((7-(8-chloronaphthalen-1-yl)-8-fluoro-2-(((2R,7aS)-2-fluorohexahydro-1H-pyrrolizin-7a-yl)methoxy)pyrido[4,3-d]pyrimidin-4-yl)(methyl)amino)pyrrolidin-2-yl)acetonitrile ClC=1C=CC=C2C=CC=C(C12)C1=C(C=2N=C(N=C(C2C=N1)N([C@@H]1C[C@@H](NC1)CC#N)C)OC[C@]12CCCN2C[C@@H](C1)F)F